FC1=CC(=C(C=C1)[N+]#[C-])C 4-FLUORO-2-METHYLPHENYLISOCYANIDE